CC/C=C\\C/C=C\\C/C=C\\CCCCCCCCCC(=O)CC(=O)SCCNC(=O)CCNC(=O)[C@@H](C(C)(C)COP(=O)([O-])OP(=O)([O-])OC[C@@H]1[C@H]([C@H]([C@@H](O1)N2C=NC3=C(N=CN=C32)N)O)OP(=O)([O-])[O-])O The molecule is an acyl-CoA(4-) arising from deprotonation of the phosphate and diphosphate functions of (13Z,16Z,19Z)-3-oxodocosatrienoyl-CoA. It is a 3-oxo-fatty acyl-CoA(4-) and an 11,12-saturated fatty acyl-CoA(4-). It is a conjugate base of a (13Z,16Z,19Z)-3-oxodocosatrienoyl-CoA.